ClC1=CC(=C2C(=N1)C=NN2[C@H]2COCC2)N2CCCC2 |r| (±)-5-chloro-7-(pyrrolidin-1-yl)-1-(tetrahydrofuran-3-yl)-1H-pyrazolo[4,3-b]pyridine